2-(1-methylpyrazol-3-yl)-2-(1-methylpyrazol-4-yl)acetonitrile CN1N=C(C=C1)C(C#N)C=1C=NN(C1)C